CN(C=1C=C(OC2=CC3=C(NC(N3)=O)C=C2)C=CC1)C 5-[3-(dimethylamino)phenoxy]-1,3-dihydro-2H-benzo[d]imidazol-2-one